C1CC12CNC(C2)C(=O)O 5-azaspiro-[2.4]heptane-6-carboxylic acid